2,4,6-trifluoro-N-[6-[(1-methyl-piperidin-4-yl)carbonyl]-pyridin-2-yl]-benzamide FC1=C(C(=O)NC2=NC(=CC=C2)C(=O)C2CCN(CC2)C)C(=CC(=C1)F)F